CC=1SC2=C(N1)C=C(C=C2)OS(=O)(=O)C(F)(F)F 2-methyl-5-(trifluoromethanesulfonyloxy)benzothiazole